FC(C1=C(N=NC(=C1)NC1CC(C1)(C)O)C1=C(C=C(C=O)C=C1)OCOCC)(F)F 4-(4-Trifluoromethyl-6-(((cis)-3-hydroxy-3-methylcyclobutyl)amino)pyridazin-3-yl)-3-(ethoxymethoxy)benzaldehyde